4,5-diamino-1-hexylpyrazol NC=1C=NN(C1N)CCCCCC